FC(C(=O)O)(F)F.N1=CC=CC=C1C(=O)N Pyridine-6-carboxamide trifluoroacetate